C1=CC=CC=2C3=CC=CC=C3N(C12)C1=C(N(C2=CC=C(C=C2)N2C3=CC=CC=C3C=3C=CC=CC23)C2=CC=C(C=C2)N2C3=CC=CC=C3C=3C=CC=CC23)C=CC=C1 (9H-carbazol-9-yl)-N,N-bis[4-(9H-carbazol-9-yl)phenyl]aniline